BrC1=C(C(=CC(=C1)F)F)C(C(=O)OC)=O Methyl 2-(2-bromo-4,6-difluorophenyl)-2-oxoacetate